C(C)OP(OCC)(=O)CC1=CC2=C(NC(N2C)=O)C=C1 ((3-methyl-2-oxo-2,3-dihydro-1H-benzo[d]imidazol-5-yl)methyl)phosphonic acid diethyl ester